C(CNC(=O)C1=CC=CC=C1)(=O)OO hydroxy hippurate